NC1=C(C=NC=C1)OC1=C(C(=O)OC)C(=CC=C1)Cl methyl 2-((4-aminopyridin-3-yl)oxy)-6-chlorobenzoate